isoferuloyl-tartaric acid C(\C=C\C1=CC(O)=C(OC)C=C1)(=O)C(C(=O)O)(O)C(O)C(=O)O